1-(2-hydroxy-5-tert-octylphenyl)benzotriazole OC1=C(C=C(C=C1)C(C)(C)CC(C)(C)C)N1N=NC2=C1C=CC=C2